ethyl (Z)-4-(diethylamino)-4-(naphthalen-2-yl)-2-oxobut-3-enoate C(C)N(\C(=C/C(C(=O)OCC)=O)\C1=CC2=CC=CC=C2C=C1)CC